2-Amino-2'-deoxyadenosine-5'-Triphosphate P(O)(=O)(OP(=O)(O)OP(=O)(O)O)OC[C@@H]1[C@H](C[C@@H](O1)N1C=NC=2C(N)=NC(=NC12)N)O